ClC=1C=C(C=CC1C#N)N1C(OC(C1)C(=O)NC1=C(C=C(C=C1)C#N)F)C(F)(F)F 3-(3-Chloro-4-cyanophenyl)-N-(4-cyano-2-fluorophenyl)-2-(trifluoromethyl)oxazolidin-5-carboxamid